5-isopropoxy-N-(5-(5-methoxypyridin-2-yl)-1-methyl-1H-1,2,4-triazol-3-yl)pyridin-2-amine C(C)(C)OC=1C=CC(=NC1)NC1=NN(C(=N1)C1=NC=C(C=C1)OC)C